CC1=C(C=CC(=C1)F)[C@@H](CC)N=C=O (R)-(+)-1-(2-methyl-4-fluorophenyl)propyl isocyanate